Methyl-3-chloro-5-(1-(1-oxo-1,2-dihydroisochinolin-5-yl)-5-(trifluoromethyl)-1H-pyrazol-4-carboxamido)picolinat COC(C1=NC=C(C=C1Cl)NC(=O)C=1C=NN(C1C(F)(F)F)C1=C2C=CNC(C2=CC=C1)=O)=O